(2S,3S,4R,5R)-3-[(tert-butyldimethylsilyl)oxy]-5-(2,4-dioxo-3H-pyrimidin-1-yl)-4-methoxyoxolane-2-carbaldehyde [Si](C)(C)(C(C)(C)C)O[C@@H]1[C@H](O[C@H]([C@@H]1OC)N1C(NC(C=C1)=O)=O)C=O